4,6-dichloropyridazin-3(2H)-one ClC=1C(NN=C(C1)Cl)=O